N1C=C(C=C1)CN pyrrole-3-methylamine